3-((1H-1,2,3-triazol-5-yl)methyl)-6-((6-chloro-2-methyl-2H-indazol-5-yl)imino)-1-(2,4,5-trifluorobenzyl)-1,3,5-triazine-2,4-dione N1N=NC=C1CN1C(N(C(NC1=O)=NC1=CC2=CN(N=C2C=C1Cl)C)CC1=C(C=C(C(=C1)F)F)F)=O